OC(CO)C1=C2C(=NC=C1)N(N=C2C2CN(C2)C(=O)OC(C)(C)C)C2=CC=C(C=C2)OC(F)(F)F tert-butyl 3-(4-(1,2-dihydroxyethyl)-1-(4-(trifluoromethoxy)phenyl)-1H-pyrazolo[3,4-b]pyridin-3-yl)azetidine-1-carboxylate